5-(1-cyclopropyl-2-methyl-1H-imidazo[4,5-b]pyridin-6-yl)-N-(1-methyl-1H-pyrazol-4-yl)-4-(3-methylazetidin-1-yl)pyrrolo[2,1-F][1,2,4]triazin-2-amine C1(CC1)N1C(=NC2=NC=C(C=C21)C=2C=CN1N=C(N=C(C12)N1CC(C1)C)NC=1C=NN(C1)C)C